5-Thia-2,7-diazatricyclo[6.4.0.02,6]dodeca-1(12),6,8,10-tetraen-3-one C=12N3C(CSC3=NC2=CC=CC1)=O